CCS(=O)(=O)OC1=NC(=CC=C1Br)Cl (3-bromo-6-chloropyridin-2-yl) methylmethanesulfonate